tert-butyl-5-amino-2-methylthio-4-(3-(2-(piperidin-1-yl)-acetamido)-phenyl)-thieno[2,3-d]pyrimidine-6-carboxamide C(C)(C)(C)NC(=O)C1=C(C2=C(N=C(N=C2C2=CC(=CC=C2)NC(CN2CCCCC2)=O)SC)S1)N